1,2-Bis(2,2,6,6-tetramethyl-4-piperidyloxy)ethane CC1(NC(CC(C1)OCCOC1CC(NC(C1)(C)C)(C)C)(C)C)C